FC=1C(=C(C=CC1)C(=O)N1[C@H]2C(CC(C1)CC2)OC2=NC=C(C=C2)C(F)(F)F)N2N=CC=N2 |r| (R/S)-(3-fluoro-2-(2H-1,2,3-triazol-2-yl)phenyl)(6-((5-(trifluoromethyl)pyridin-2-yl)oxy)-2-azabicyclo[2.2.2]octan-2-yl)methanone